N-(5'-(Dimethylcarbamoyl)-6-methoxy-[2,3'-bipyridin]-5-yl)-5-methyl-3-phenyl-isoxazole-4-carboxamide CN(C(=O)C=1C=C(C=NC1)C1=NC(=C(C=C1)NC(=O)C=1C(=NOC1C)C1=CC=CC=C1)OC)C